2,2-dimethylnitropropane-1-carboxylate CC(C(C(=O)[O-])[N+](=O)[O-])(C)C